norbornane-5-ene-2,3-dicarboxylic acid C12C(C(C(C=C1)C2)C(=O)O)C(=O)O